ethyl 3-(3,5-dichlorophenyl)-8-isopropyl-2-methylimidazo[1,2-b]pyridazine-7-carboxylate ClC=1C=C(C=C(C1)Cl)C1=C(N=C2N1N=CC(=C2C(C)C)C(=O)OCC)C